tert-butyl 8-fluoro-4-(1-methyl-7-methylsulfonyl-2-oxo-4H-pyrimido[4,5-d]pyrimidin-3-yl)-3,4-dihydro-2H-quinoline-1-carboxylate FC=1C=CC=C2C(CCN(C12)C(=O)OC(C)(C)C)N1C(N(C2=NC(=NC=C2C1)S(=O)(=O)C)C)=O